CC1=C(C=C(C(=C1)N)C)N 2,5-bis(methyl)-1,4-phenylenediamine